cis-N1-(5-(2-methyl-1-(tetrahydro-2H-pyran-4-yl)-1H-imidazo[4,5-b]pyridin-6-yl)pyrrolo[2,1-f][1,2,4]triazin-2-yl)cyclobutane-1,3-diamine CC=1N(C=2C(=NC=C(C2)C=2C=CN3N=C(N=CC32)N[C@@H]3C[C@@H](C3)N)N1)C1CCOCC1